NC=1NC(C2=C(N1)NC(=C2C2=C(C=CC(=C2)Cl)OC)C2=CC=C(C=C2)S(=O)(=O)N(C)C)=O 4-(2-amino-5-(5-chloro-2-methoxyphenyl)-4-oxo-4,7-dihydro-3H-pyrrolo[2,3-d]pyrimidin-6-yl)-N,N-dimethylbenzenesulfonamide